2-(3'-tert-butyl-5'-[2-(2-ethylhex-yloxy)-carbonylethyl]-2'-hydroxyphenyl)-5-chloro-benzotriazole C(C)(C)(C)C=1C(=C(C=C(C1)CCC(=O)OCC(CCCC)CC)N1N=C2C(=N1)C=CC(=C2)Cl)O